(3R,6R)-N-[5-(2-chloro-5-cyanophenyl)-1H-indazol-3-yl]-6-methylpiperidine-3-carboxamide trifluoroacetate FC(C(=O)O)(F)F.ClC1=C(C=C(C=C1)C#N)C=1C=C2C(=NNC2=CC1)NC(=O)[C@H]1CN[C@@H](CC1)C